NC1=C(C=NN1C)S(=O)(=O)NC=1C=CC(=C2C(=NNC12)C#N)Cl 5-amino-N-(4-chloro-3-cyano-1H-indazol-7-yl)-1-methyl-pyrazole-4-sulfonamide